14-iodo-3,6,9,12-tetraoxotetradecanamide ICCC(CCC(CCC(CCC(CC(=O)N)=O)=O)=O)=O